methyl 2-(7,8-difluoro-1,1,3-trioxo-4H-1lambda6,2,4-benzothiadiazin-2-yl)acetate FC1=C(C2=C(NC(N(S2(=O)=O)CC(=O)OC)=O)C=C1)F